ClC1=CC(=C(C=C1)C1=CC(=CC=C1)C=1OC2=C(N1)C=C(C=C2C(F)(F)F)CN[C@H]2[C@H](CCC2)O)C2=NN=CN2C (1S,2R)-2-[({2-[4'-Chloro-2'-(4-methyl-1,2,4-triazol-3-yl)-[1,1'-biphenyl]-3-yl]-7-(trifluoromethyl)-1,3-benzoxazol-5-yl}methyl)amino]cyclopentan-1-ol